C1(CCCCC1)C(COCC)(COCC)CCC(CC(C)C)(F)F 2-cyclohexyl-2-(3,3-difluoro-5-methylhexyl)-1,3-diethoxypropane